C(C)OC1=CC(=CC=2NC(OC(C21)=O)=O)C 5-ethoxy-7-methyl-2H-benzo[d][1,3]oxazine-2,4(1H)-dione